O=S1(COC2=C1C=C(C=C2)NC2=NC=C(C(=N2)N[C@H](CO)C2=CC=CC=C2)C(=O)OCC)=O Ethyl 2-[(3,3-dioxido-1,3-benzoxathiol-5-yl)amino]-4-{[(1S)-2-hydroxy-1-phenylethyl]amino}pyrimidine-5-carboxylate